The molecule is a guaiacyl lignin obtained by formal cyclocodensation between guaiacylglycerol and esculetin. It is found in Arabidopsis thaliana. It has a role as a plant metabolite. It is a guaiacyl lignin, a primary alcohol, a member of coumarins, a member of guaiacols and a pyranobenzodioxin. It derives from an esculetin and a guaiacylglycerol. COC1=C(C=CC(=C1)C2C(OC3=C(O2)C=C4C=CC(=O)OC4=C3)CO)O